6-(7,8-diamino-4-oxo-4H-chromen-2-yl)nicotinonitrile NC1=CC=C2C(C=C(OC2=C1N)C1=NC=C(C#N)C=C1)=O